C(C)(C)(C)OC(=O)N1C2CC(C1C(NCC1=CC(=NC(=N1)C(F)(F)F)C=1C=NC(=NC1)C(F)(F)F)=O)C2 3-(((2,2'-bis(trifluoromethyl)-[4,5'-bipyrimidin]-6-yl)methyl)carbamoyl)-2-azabicyclo[2.1.1]hexane-2-carboxylic acid tert-butyl ester